(6R)-3,3-difluoro-6-[(1R,3aS,7aR,E)-4-{2-[5-(3-fluorophenyl)-1H-tetrazol-1-yl]ethylidene}-7a-methyloctahydro-1H-inden-1-yl]-2-methylheptan-2-ol FC(C(C)(O)C)(CC[C@@H](C)[C@H]1CC[C@H]2/C(/CCC[C@]12C)=C/CN1N=NN=C1C1=CC(=CC=C1)F)F